benzyl 4-[1-amino-3-[(3S)-1-tert-butoxycarbonyl-5,5-dimethyl-pyrrolidin-3-yl]propyl]piperidine-1-carboxylate NC(CC[C@@H]1CN(C(C1)(C)C)C(=O)OC(C)(C)C)C1CCN(CC1)C(=O)OCC1=CC=CC=C1